COC=1C=CC2=C(SC(=C2)B(O)O)C1 6-METHOXYBENZO[B]THIOPHENE-2-BORONIC ACID